C(C)(C)N1CCC(CC1)C1=NN(C(=C1)NC(C1=NC(=CC=C1)C=1C=NOC1)=O)C1=NC=C(C=C1)C N-(3-(1-isopropylpiperidin-4-yl)-1-(5-methylpyridin-2-yl)-1H-pyrazol-5-yl)-6-(isoxazol-4-yl)picolinamide